C(C)(C)(C)OC(CC[C@@H](C(=O)N)N1C(C2=CC=C(C=C2C1)Br)=O)=O (4S)-5-amino-4-(5-bromo-1-oxo-isoindolin-2-yl)-5-oxo-pentanoic acid tert-butyl ester